CC1=NC=2N(C(=C1)C1CN(CCC1)C(C)=O)N=C(C2)[C@@H]2CC[C@H](CC2)C(F)(F)F 1-(3-{5-methyl-2-[trans-4-(trifluoromethyl)cyclohexyl]pyrazolo[1,5-a]pyrimidin-7-yl}piperidin-1-yl)ethan-1-one